[(4S)-7,8-dichloro-6-(2,6-difluorophenyl)-4-methyl-4H-[1,2,4]triazolo[1,5-a][1,4]benzodiazepin-2-yl]-[rac-(3R)-3-fluoropyrrolidin-1-yl]methanone ClC1=C(C=CC2=C1C(=N[C@H](C=1N2N=C(N1)C(=O)N1C[C@@H](CC1)F)C)C1=C(C=CC=C1F)F)Cl |&1:19|